FC(C1=CC=C(C=N1)N1CCN(CC1)CC1=CC(=C2N=C(C=NC2=C1)C)F)F 7-((4-(6-(difluoromethyl)pyridin-3-yl)piperazin-1-yl)methyl)-5-fluoro-3-methylquinoxaline